C(C)(C)C1=NOC(=N1)C1CCC(CC1)C(C)OC=1SC2=NC(=CC=C2N1)C1=CC=C(C=C1)S(=O)(=O)C 3-isopropyl-5-(4-(1-((5-(4-(methyl-sulfonyl)phenyl)thiazolo[5,4-b]pyridin-2-yl)oxy)ethyl)cyclohexyl)-1,2,4-oxadiazol